BrC(C(=O)NC1=CC=C(C=C1)C)=C 2-Bromo-N-(p-tolyl)acrylamide